(1s,4s)-4-((5-(1-(Difluoromethyl)-1H-pyrazol-3-yl)-2-((2-(3-methoxyprop-1-yn-1-yl)pyrimidin-4-yl)amino)pyridin-4-yl)amino)-1-methylcyclohexan-1-ol FC(N1N=C(C=C1)C=1C(=CC(=NC1)NC1=NC(=NC=C1)C#CCOC)NC1CCC(CC1)(O)C)F